5-[(3S)-3-({[(1RS,5SR)-bicyclo[3.1.0]hexan-6-yl]methyl}amino)-5-fluoro-7-hydroxy-3,4-dihydro-2H-1-benzothiopyran-6-yl]-1λ6,2,5-thiadiazolidine-1,1,3-trione [C@H]12CCC[C@@H]2C1CN[C@@H]1CSC2=C(C1)C(=C(C(=C2)O)N2CC(NS2(=O)=O)=O)F |&1:0,4|